6-(1-Methylbenzimidazol-4-yl)-5-methylsulfonyl-3-[4-(4-oxidomorpholin-4-ium-4-yl)anilino]pyrazine-2-carboxamide CN1C=NC2=C1C=CC=C2C2=C(N=C(C(=N2)C(=O)N)NC2=CC=C(C=C2)[N+]2(CCOCC2)[O-])S(=O)(=O)C